ClC1=CC(=C(C(=N1)C[C@@]1(C[C@H](N(CC1)C(=O)OC(C)(C)C)C)C(=O)OC(C)(C)C)F)C(=C)OCC di-tert-butyl (2R,4R)-4-((6-chloro-4-(1-ethoxyvinyl)-3-fluoropyridin-2-yl)methyl)-2-methylpiperidine-1,4-dicarboxylate